2-(6-{5-chloro-2-[(oxan-4-yl)amino]pyrimidin-4-yl}-1-oxo-2,3-dihydro-1H-isoindol-2-yl)-N-[1-(pyridin-2-yl)cyclopropyl]acetamide ClC=1C(=NC(=NC1)NC1CCOCC1)C1=CC=C2CN(C(C2=C1)=O)CC(=O)NC1(CC1)C1=NC=CC=C1